OC/C=C(/CCC(CC)=O)\C (E)-8-Hydroxy-6-methyl-6-octen-3-one